ClC1=CN=CC(=N1)C(=O)NC1=CC(=CC=C1)Cl 6-chloro-N-(3-chlorophenyl)pyrazine-2-formamide